1-(tetrahydro-2H-pyran-4-yl)-4-(4-(4,4,5,5-tetramethyl-1,3,2-dioxaborolan-2-yl)phenyl)piperidine O1CCC(CC1)N1CCC(CC1)C1=CC=C(C=C1)B1OC(C(O1)(C)C)(C)C